r-3-amino-4-(2,4,5-trifluorophenyl)-butanoic acid methyl ester COC(C[C@@H](CC1=C(C=C(C(=C1)F)F)F)N)=O